(1-(((2R,3S,4R,5R)-5-(6-chloro-4-(cyclopentylamino)-1H-pyrazolo[3,4-d]pyrimidin-1-yl)-3,4-dihydroxytetrahydrofuran-2-yl)methoxy)-2-ethoxy-2-oxoethyl)phosphonic acid ClC1=NC(=C2C(=N1)N(N=C2)[C@H]2[C@@H]([C@@H]([C@H](O2)COC(C(=O)OCC)P(O)(O)=O)O)O)NC2CCCC2